COCC1(CCC(CC1)C=1C(=NN2C1CN(CC2)C(=O)C2CC(C2)(F)F)CN(CCNC)C)COC (3-(4,4-bis(methoxymethyl)-cyclohexyl)-2-((methyl(2-(methylamino)ethyl)amino)-methyl)-6,7-dihydropyrazolo-[1,5-a]pyrazin-5(4H)-yl)(3,3-difluorocyclobutyl)-methanone